N-n-butylmethacrylamide CCCCNC(=O)C(=C)C